CC1=CC=CC(=N1)C=1N=C(SC1OC1=CC(=NC=C1)NC1=CC(=CC=C1)S(N)(=O)=O)NC(OC(C)(C)C)=O tert-Butyl 4-(6-methylpyridin-2-yl)-5-(2-(3-sulfamoylphenylamino) pyridin-4-yloxy)thiazol-2-ylcarbamate